4-bromo-1,3-dimethyl-pyrazole BrC=1C(=NN(C1)C)C